COC1(C=C(C(C2(CC2)C1)=O)C#N)C1=NC(=CC=C1)C=1C=NC=NC1 7-methoxy-4-oxo-7-[6-(pyrimidin-5-yl)pyridin-2-yl]spiro[2.5]oct-5-ene-5-carbonitrile